FC1=C(C=C(C(=C1)C)C=1N=NC=CC1)NC(=O)N1C2C=3C=CC=CC3C(C1)C2 N-(2-fluoro-4-methyl-5-pyridazin-3-ylphenyl)-9-azatricyclo[6.2.1.02,7]undeca-2(7),3,5-triene-9-carboxamide